C12C=CC(C(C1)C(=O)O)C2 exo-5-norbornencarboxylic acid